8-(methylsulfonyl)-1-methyl-2-oxo-4-{4-[4-(trifluoromethoxy)phenoxy]piperidin-1-yl}-1,2-dihydroquinoline-3-carbonitrile CS(=O)(=O)C=1C=CC=C2C(=C(C(N(C12)C)=O)C#N)N1CCC(CC1)OC1=CC=C(C=C1)OC(F)(F)F